tert-butyl 3-[4-[2-[(2S,3R)-3-hydroxy-2-methyl-azetidin-1-yl]-6-(trifluoromethyl)pyrimidin-4-yl]pyrazol-1-yl]azetidine-1-carboxylate O[C@H]1[C@@H](N(C1)C1=NC(=CC(=N1)C=1C=NN(C1)C1CN(C1)C(=O)OC(C)(C)C)C(F)(F)F)C